C(#C)[C@]1([C@@H]([C@](O[C@H]1N1C=CC2=C1N=CN=C2NCCC)(CO)F)O)O (2S,3S,4R,5R)-4-ethynyl-2-fluoro-2-(hydroxymethyl)-5-(4-(propylamino)-7H-pyrrolo[2,3-d]pyrimidin-7-yl)tetrahydrofuran-3,4-diol